3-(5-(((1S,2S)-2-(diethylamino)cyclopentyl)oxy)-6-fluoro-1-oxoisoindolin-2-yl)piperidine-2,6-dione C(C)N([C@@H]1[C@H](CCC1)OC=1C=C2CN(C(C2=CC1F)=O)C1C(NC(CC1)=O)=O)CC